(2S,5R)-2-(hydroxymethyl)-5-(4-(trifluoromethyl)phenyl)piperidine-1-carboxylic acid tert-butyl ester C(C)(C)(C)OC(=O)N1[C@@H](CC[C@@H](C1)C1=CC=C(C=C1)C(F)(F)F)CO